C(CCCCCCCCC=CCC=CCCCCCCCCCCCCCCCC)(=O)O Triaconta-10,13-dienoic acid